1-(but-2-yn-1-yl)-N-((1S)-2-((6-(3,5-dimethyl-1H-pyrazol-4-yl)pyridin-3-yl)amino)-1-(4-methylcyclohexyl)-2-oxoethyl)-1H-pyrazole-5-carboxamide C(C#CC)N1N=CC=C1C(=O)N[C@H](C(=O)NC=1C=NC(=CC1)C=1C(=NNC1C)C)C1CCC(CC1)C